(5-methyl-1,3-thiazol-2-yl)methanol CC1=CN=C(S1)CO